C(C)(C)(C)OC(N(CC(N1CCN(CC1)C1=NC=C(C=N1)C(F)(F)F)=O)C)=O Methyl-(2-oxo-2-(4-(5-(trifluoromethyl)pyrimidin-2-yl)piperazin-1-yl)ethyl)carbamic acid tert-butyl ester